2,4-Bis(2-hydroxy-4-propyloxyphenyl)-6-(2,4-di-methylphenyl)-1,3,5-triazin OC1=C(C=CC(=C1)OCCC)C1=NC(=NC(=N1)C1=C(C=C(C=C1)OCCC)O)C1=C(C=C(C=C1)C)C